CO[SiH2]OC DIMETHOXYSILANE